O=C1NC2=CC=C(C=C2CC1)C=1C=C(C=NC1)CNC(=O)C1=NC=CC=C1Cl 3-Chloro-pyridine-2-carboxylic acid [5-(2-oxo-1,2,3,4-tetrahydro-quinolin-6-yl)-pyridin-3-ylmethyl]-amide